CC1=NOC(=C1C=1C=C(OC2=C(C=C(C=C2C)NC(=O)NCCNC)C)C=C(C1)C)C 1-(4-(3-(3,5-dimethylisoxazol-4-yl)-5-methylphenoxy)-3,5-dimethylphenyl)-3-(2-(methylamino)ethyl)urea